4-[[3-[4-(cyclopropanecarbonyl)piperazine-1-carbonyl]-4-fluorophenyl]methyl]-2H-phthalazin-1-one C1(CC1)C(=O)N1CCN(CC1)C(=O)C=1C=C(C=CC1F)CC1=NNC(C2=CC=CC=C12)=O